1-Methyl-4-ethylpiperidinium acetat C(C)(=O)[O-].C[NH+]1CCC(CC1)CC